(S)-8'-fluoro-8-(fluoromethoxy)-6,7'-bis(trifluoromethyl)-2',3'-dihydro-3H-spiro[imidazo[1,2-a]pyridine-2,4'-thiopyrano[3,2-c]pyridine] FC=1C2=C(C=NC1C(F)(F)F)[C@]1(CCS2)N=C2N(C=C(C=C2OCF)C(F)(F)F)C1